CC1(CCOCC1)C(C)N1C[C@@H]2[C@H](C1)CC(C2)NC=2N=NC(=CC2)C2=C(C(=CC(=C2)F)F)F (3aR,5s,6aS)-2-(1-(4-methyltetrahydro-2H-pyran-4-yl)ethyl)-N-(6-(2,3,5-trifluorophenyl)pyridazin-3-yl)octahydrocyclopenta[c]pyrrol-5-amine